CN[C@H]1C(O)(O[C@@H]([C@H]([C@@H]1O)O)CO)CCCCCC N-methylhexyl-D-glucosamine